CC1(C=C(C(N1)(C)C)C(=O)N)C tetramethyl-2,5-dihydro-1H-pyrrole-3-carboxamide